(3R,6S)-1-(2-(3,4-dichlorophenyl)acetyl)-6-methylpiperidine-3-carboxylic acid ClC=1C=C(C=CC1Cl)CC(=O)N1C[C@@H](CC[C@@H]1C)C(=O)O